OC=1C(C=CN2NC3N(C(C21)=O)CC2(C3)CC(OC(C2)C)C)=O 9'-hydroxy-2,6-dimethyl-2,3,3a',4',5,6-hexahydrospiro[pyran-4,2'-pyrido[2,1-f]pyrrolo[2,1-c][1,2,4]triazine]-8',10'(1'H,3'H)-dione